tert-butyl 4-(6-((4-acetyl-2-(trifluoromethyl)benzyl)oxy)-pyridin-2-yl)piperidine-1-carboxylate C(C)(=O)C1=CC(=C(COC2=CC=CC(=N2)C2CCN(CC2)C(=O)OC(C)(C)C)C=C1)C(F)(F)F